1-[2-(aminomethyl)-3,3-difluoro-allyl]-4-[[3-(1,3-benzodioxol-5-yl)phenyl]methyl]tetrazol-5-one trifluoroacetate FC(C(=O)O)(F)F.NCC(CN1N=NN(C1=O)CC1=CC(=CC=C1)C1=CC2=C(OCO2)C=C1)=C(F)F